(5-methoxyquinolin-6-yl)boric acid COC1=C2C=CC=NC2=CC=C1OB(O)O